(2,6-bis(2-chloroethyl)-1,4-phenylene) ether ClCCC1=C2C(=CC(=C1)O2)CCCl